N-(2-bromo-6-fluorophenyl)-4-(2-chloro-4-fluorophenyl)-1,3-dimethyl-1H-pyrazol-5-amine BrC1=C(C(=CC=C1)F)NC1=C(C(=NN1C)C)C1=C(C=C(C=C1)F)Cl